Triethanolamine monopropionate C(CC)(=O)O.N(CCO)(CCO)CCO